C(C)NC1=CC(=CC(=N1)N1C(C2=CC(=CC(=C2C1)C(F)(F)F)OC1CN(C1)C)=O)C1=C(C=NN1C)C1=NN=CN1C 2-(6-(ethylamino)-4-(1-methyl-4-(4-methyl-4H-1,2,4-triazol-3-yl)-1H-pyrazol-5-yl)pyridin-2-yl)-6-((1-methylazetidin-3-yl)oxy)-4-(trifluoromethyl)isoindolin-1-one